[(4'-{6-[(t-butoxycarbonyl)amino]-2,3,9-trimethyl-6H-thieno[3,2-f][1,2,4]triazolo[4,3-a][1,4]diazepin-4-yl}-3-cyano[1,1'-biphenyl]-4-yl)oxy]acetic acid C(C)(C)(C)OC(=O)NC1C=2N(C3=C(C(=N1)C1=CC=C(C=C1)C1=CC(=C(C=C1)OCC(=O)O)C#N)C(=C(S3)C)C)C(=NN2)C